C(=O)(OC(C)(C)C)N1CC=C(CC1)B(O)O N-Boc-1,2,5,6-tetrahydropyridine-4-boronic acid